(1-((tert-butyldiphenylsilyl)oxy)cyclopropyl)methanol [Si](C1=CC=CC=C1)(C1=CC=CC=C1)(C(C)(C)C)OC1(CC1)CO